C(C=C)N(CC=C)CC=C triallylamine